OC[C@H]1N(C[C@@H]([C@H]([C@@H]1O)O)O)CCC1=CC(=CC=C1)C(F)(F)F (2R,3R,4R,5S)-2-(hydroxymethyl)-1-(3-(trifluoromethyl)phenethyl)piperidine-3,4,5-triol